N1=CC=C(C=C1)CN1N=CC(=C1)C=1SC2=C(C=NC=C2)N1 (1-pyridin-4-ylmethyl-1H-pyrazol-4-yl)-thiazolo[4,5-c]pyridin